(2S,4R)-4-fluoro-4-(fluoromethyl)-1-((9-methyl-9H-fluorene-3-carbonyl)glycyl)pyrrolidine-2-carboxylic acid F[C@@]1(C[C@H](N(C1)C(CNC(=O)C=1C=CC=2C(C3=CC=CC=C3C2C1)C)=O)C(=O)O)CF